CC1CC(C1)(C1=NN=CN1C)C=1C=C(C=CC1)N1C(C2=CC(=CC(=C2C1)C(F)(F)F)C1N(CCC1)C)=O 2-(3-((1S,3S)-3-methyl-1-(4-methyl-4H-1,2,4-triazol-3-yl)cyclobutyl)phenyl)-6-(1-methylpyrrolidin-2-yl)-4-(trifluoromethyl)isoindolin-1-one